CC=1C=C(C=CC1)C=CCC1=CC(=CC=C1)C 1,3-bis(3-methylphenyl)propene